CS(=O)(=O)OCC1=CC(=CC=C1)OCC#C (3-prop-2-ynoxyphenyl)methyl methanesulfonate